Ethyl 1-[1-{4-chloro-4'-[4-(2-methylpropyl) piperazin-1-yl] [1,1'-biphenyl]-2-yl} piperidin-3-yl]-5-(trifluoromethyl)-1H-pyrazole-4-carboxylate ClC1=CC(=C(C=C1)C1=CC=C(C=C1)N1CCN(CC1)CC(C)C)N1CC(CCC1)N1N=CC(=C1C(F)(F)F)C(=O)OCC